2-(2H-benzotriazole-2-yl)-6-nonyl-4-methylphenol N=1N(N=C2C1C=CC=C2)C2=C(C(=CC(=C2)C)CCCCCCCCC)O